ClC=1C=C2CCCN(C2=CC1)CC1(CCN(CC1)C(=O)OC(C)(C)C)F tert-butyl 4-((6-chloro-3,4-dihydroquinolin-1(2H)-yl)methyl)-4-fluoropiperidine-1-carboxylate